nickel-chromium-copper-zinc-iron [Fe].[Zn].[Cu].[Cr].[Ni]